FC=1C=C(C=NC1)[C@H]1N(OC(C1)O)C(=O)OC(C)(C)C Tert-butyl (S)-3-(5-fluoro-3-pyridyl)-5-hydroxy-isoxazolidine-2-carboxylate